methyl (3-(4-(5-((4-((4-(acetamidomethyl)piperidin-1-yl)methyl)-6-(3,5-dichlorophenyl)pyridin-2-yl)oxy)pyrimidin-2-yl)piperazin-1-yl)propanoyl)carbamate C(C)(=O)NCC1CCN(CC1)CC1=CC(=NC(=C1)C1=CC(=CC(=C1)Cl)Cl)OC=1C=NC(=NC1)N1CCN(CC1)CCC(=O)NC(OC)=O